Cl.CN(C(CNC(=O)N1CCCC2=CC=CC=C12)C1=CSC=C1)C N-(2-(dimethylamino)-2-(thiophen-3-yl)ethyl)-3,4-dihydroquinoline-1(2H)-carboxamide hydrochloride